11-Mercapto-1-undecanol SCCCCCCCCCCCO